ethyl 4-methyl-2-(2-cyanophenyl)-1-methoxy-1H-imidazole-5-carboxylate CC=1N=C(N(C1C(=O)OCC)OC)C1=C(C=CC=C1)C#N